ClC=1C(=C(C=CC1)NC1=C(NC2=C1C(NCC21CCN(CC1)C(C=CCN(C)C)=O)=O)C1=C(C=NC=C1)F)OC 3'-[(3-chloro-2-methoxyphenyl)amino]-1-[4-(dimethylamino)but-2-enoyl]-2'-(3-fluoropyridin-4-yl)-5',6'-dihydro-1'H-spiro[piperidine-4,7'-pyrrolo[3,2-c]pyridin]-4'-one